4-(2-(pyrrolidin-1-yl)acetamido)phenethylcarbamic acid tert-butyl ester C(C)(C)(C)OC(NCCC1=CC=C(C=C1)NC(CN1CCCC1)=O)=O